OC1=C(C=CC=C1)C1=CC(=CN=N1)C1=CC=C(C=C1)C1=NOC(=C1)C(C(=O)O)C(C)C 2-(3-(4-(6-(2-hydroxyphenyl)pyridazin-4-yl)phenyl)isoxazol-5-yl)-3-methylbutanoic acid